OC1=NC=CC(=C1SC1=C(C=CC=C1)C)C(=N)N hydroxy-3-[(2-methylphenyl)sulfanyl]pyridine-4-carboxamidine